S(OC1=CC=C(C=C1)OCC1=C(C=C(C=C1F)C=1C=NC=NC1)F)(=O)(=O)F 4-((2,6-difluoro-4-(pyrimidin-5-yl)benzyl)oxy)phenyl sulfurofluoridate